C(C)(C)(C)OC(NC(C)(CC(C(=O)N)NCC1=CC=CC=C1)C)=O 5-amino-4-(phenylmethylamino)-2-methyl-5-oxopent-2-ylcarbamic acid tert-butyl ester